N-(2-methyl-4-(4-(trifluoromethyl)piperidin-1-yl)phenyl)pyrazolo[1,5-a]pyridin-5-amine CC1=C(C=CC(=C1)N1CCC(CC1)C(F)(F)F)NC1=CC=2N(C=C1)N=CC2